tert-butyl N-[3-fluoro-6-[1-methyl-4-(trifluoromethyl)-5-[[2-(trifluoromethyl)-4-pyridyl]carbamoyl]pyrazol-3-yl]-2-pyridyl]carbamate FC=1C(=NC(=CC1)C1=NN(C(=C1C(F)(F)F)C(NC1=CC(=NC=C1)C(F)(F)F)=O)C)NC(OC(C)(C)C)=O